tert-butyl ((2-(((1r,4r)-4-((tert-butoxycarbonyl)amino)cyclohexyl)carbamoyl)-1-((2-(hydroxymethyl)benzo[b]thiophen-4-yl)methyl)-1H-indol-6-yl)(imino)methyl)carbamate C(C)(C)(C)OC(=O)NC1CCC(CC1)NC(=O)C=1N(C2=CC(=CC=C2C1)C(=N)NC(OC(C)(C)C)=O)CC1=CC=CC=2SC(=CC21)CO